C(C)(C)(C)OC(=O)N1C[C@H](CC1)[C@@H](C(=O)OC(C)(C)C)CC1=CC(=CC=C1)N1CCC(CC1)N (R)-3-((S)-3-(3-(4-aminopiperidin-1-yl)phenyl)-1-(tert-butoxy)-1-oxopropan-2-yl)pyrrolidine-1-carboxylic acid tert-butyl ester